ethyl-alpha-linolenoate C(C)OC(CCCCCCC\C=C/C\C=C/C\C=C/CC)=O